n-butyl-p-aminobenzoic acid C(CCC)C1=C(C(=O)O)C=CC(=C1)N